3-[2,6-dimethyl-4-[5-methyl-3-(4-pyridyl)-1H-pyrazol-4-yl]phenyl]benzenesulfonamide CC1=C(C(=CC(=C1)C=1C(=NNC1C)C1=CC=NC=C1)C)C=1C=C(C=CC1)S(=O)(=O)N